ClC1=C(C=C(C=C1)C1=CC=C(O1)\C=C/1\C(=NN(C1=O)C1=CC=C(C(=O)OCC)C=C1)C)C(NC1=CC(=CC=C1)OC)=O (Z)-Ethyl 4-(4-((5-(4-chloro-3-((3-methoxyphenyl)carbamoyl)phenyl)furan-2-yl)methylene)-3-methyl-5-oxo-4,5-dihydro-1H-pyrazol-1-yl)benzoate